C(C1=CC=CC=C1)(=O)NC=1C2=C(N=CN1)N(C=C2I)[C@H]2[C@H](O)[C@H](O)[C@H](O2)COC(C2=CC=C(C=C2)OC)(C2=CC=C(C=C2)OC)C2=CC=CC=C2 4-Benzamido-5-iodo-7-[5-O-(4,4'-dimethoxytrityl)-β-D-ribofuranosyl]-7H-pyrrolo[2,3-d]pyrimidine